C(C)OC(COC=1C=C(C=CC1C(C1=CC=CC=C1)=O)OCC(=O)OCC)=O 2,2'-[(4-benzoyl-1,3-phenylene)bis(oxy)]diacetic acid diethyl ester